4-iodo-2-nitrophenol IC1=CC(=C(C=C1)O)[N+](=O)[O-]